FC1=CC=C(C=C1)S(=O)(=O)[C@@]1(CN(CC1)C(=O)C1CCS(CC1)(=O)=O)C1=CC=C(C=C1)OCC1=C(C=CC=C1)C(F)(F)F 4-[(3R)-3-(4-fluorobenzenesulfonyl)-3-(4-{[2-(trifluoromethyl)phenyl]methoxy}phenyl)pyrrolidine-1-carbonyl]-1λ6-thiane-1,1-dione